5-{2-[5-(2,2,2-Trifluoro-ethoxy)-chinolin-8-sulfonylamino]-phenylethynyl}-pyridin FC(COC1=C2C=CC=NC2=C(C=C1)S(=O)(=O)NC1=C(C=CC=C1)C#CC=1C=CC=NC1)(F)F